((cyclohexylmethyl)amino)-4-(6-(6-((6-methoxypyridin-3-yl)methyl)-3,6-diazabicyclo[3.1.1]heptan-3-yl)pyridin-3-yl)pyrazoline C1(CCCCC1)CNN1NC=C(C1)C=1C=NC(=CC1)N1CC2N(C(C1)C2)CC=2C=NC(=CC2)OC